uracil N1C(=O)NC(=O)C=C1